Cl.Cl[C@@H]1[C@@H]2[C@H](CC(N[C@H]12)N)C (1S,5S,6R,7R)-7-chloro-3-amino-5-methyl-2-azabicyclo[4.1.0]heptane hydrochloride